Methyl 1-((5-((4-(3-((2-((1S)-1-((tetrahydro-2H-pyran-2-yl)oxy)ethyl)-1H-imidazol-1-yl)methyl)isoxazol-5-yl)phenyl)ethynyl)pyridin-2-yl)methyl)azetidin-3-carboxylate O1C(CCCC1)O[C@@H](C)C=1N(C=CN1)CC1=NOC(=C1)C1=CC=C(C=C1)C#CC=1C=CC(=NC1)CN1CC(C1)C(=O)OC